BrC1=C(C=C(C=C1)C1=NN(C=C1)C)OC 3-(4-bromo-3-methoxyphenyl)-1-methyl-1H-pyrazole